2,5-DIMETHYL-HEX-4-ENOIC ACID CC(C(=O)O)CC=C(C)C